NC=1N=CC2=C(C=C(C=C2C1)N1C(OC=C1C)=O)Cl 3-(3-amino-8-chloro-6-isoquinolinyl)-4-methyl-oxazol-2-one